CC(C#N)=CC=CC1=CC=CC=C1 Alpha-methylstyrene-acrylonitrile